4,7-dibromo-5,6-diaminobenzo[c][1,2,5]thiadiazole BrC1=C(C(=C(C2=NSN=C21)Br)N)N